3-Chloro-5-((2,2,2-trifluoroethyl)amino)pyrazine ClC=1C=NC=C(N1)NCC(F)(F)F